acetylcatechol C(C)(=O)C1=C(C(O)=CC=C1)O